4-amino-N-(3-chloro-4-fluorophenyl)-2-methyl-2,4,5,6,7,8-hexahydrocyclohepta[c]pyrrole-1-carboxamide NC1CCCCC2=C(N(C=C21)C)C(=O)NC2=CC(=C(C=C2)F)Cl